N1N=CC(=C1)CCNC1=NC(=NC(=C1C)C)C(=O)N1CC(C1)C1=CC(=CC=C1)F (4-((2-(1H-pyrazol-4-yl)ethyl)amino)-5,6-dimethylpyrimidin-2-yl)(3-(3-fluorophenyl)azetidin-1-yl)methanone